pelargonic acid pentyl ester C(CCCC)OC(CCCCCCCC)=O